sodium N-lauroyl-L-isoleucine sodium [Na].C(CCCCCCCCCCC)(=O)N[C@@H]([C@@H](C)CC)C(=O)O.[Na]